1,3,5-tris(3,5-di-tert-Butyl-4-hydroxyphenylmethyl)-2,4,6-trimethylbenzene C(C)(C)(C)C=1C=C(C=C(C1O)C(C)(C)C)CC1=C(C(=C(C(=C1C)CC1=CC(=C(C(=C1)C(C)(C)C)O)C(C)(C)C)C)CC1=CC(=C(C(=C1)C(C)(C)C)O)C(C)(C)C)C